(2S,5R)-5-(2-chlorophenyl)-1-(3,5-diethoxybenzoyl)pyrrolidine-2-carboxylic acid ClC1=C(C=CC=C1)[C@H]1CC[C@H](N1C(C1=CC(=CC(=C1)OCC)OCC)=O)C(=O)O